Cl.NC/C(/CN1N=CN(C1=O)C1=C(C=C(C=C1)Br)F)=C\F 2-[(2E)-2-(aminomethyl)-3-fluoroprop-2-en-1-yl]-4-(4-bromo-2-fluorophenyl)-2,4-dihydro-3H-1,2,4-triazol-3-one hydrochloride